ethyl 4-bromo-3,5-diethoxy-2-iodobenzoate BrC1=C(C(=C(C(=O)OCC)C=C1OCC)I)OCC